C(#C)C1=C(C=C(C=N1)C(=O)N1CCN(CC1)C=1OC=2C(=NC(=CC2)C)N1)F (6-ethynyl-5-fluoropyridin-3-yl)(4-(5-methyloxazolo[4,5-b]pyridin-2-yl)piperazin-1-yl)methanone